C(#N)C1=C(C=CC(=C1)C)C1(CCN(CC1)C(=O)N[C@H]1C(CCC[C@@H]1N1CCN(CC1)C(C)C)(F)F)C 4-(2-cyano-4-methylphenyl)-N-{(1R,6S)-2,2-difluoro-6-[4-(propan-2-yl)piperazin-1-yl]cyclohexyl}-4-methylpiperidine-1-carboxamide